Cl.N1(CCOCC1)C(=O)C1=CC=C(C=C1)C1=CC=C(S1)CN1C(NN=C1)=O 4-(5-[4-(morpholin-4-ylcarbonyl)phenyl]thiophen-2-ylmethyl)-2,4-dihydro-3H-1,2,4-triazol-3-one hydrochloride